CC=1OC(=C(N1)C)C=1C=C2C(=CC=NC2=CC1)C(=O)O 6-(2,4-dimethyloxazol-5-yl)quinoline-4-carboxylic acid